FC(C1=CC=2N(C=C1)C(=CN2)C2=C1CNC(C1=C(C=C2)NC2=NC=C(C=C2)N2C[C@H](OCC2)C(C)(C)O)=O)F 4-[7-(difluoromethyl)imidazo[1,2-a]pyridin-3-yl]-7-[[5-[(2S)-2-(1-hydroxy-1-methyl-ethyl)morpholin-4-yl]-2-pyridyl]amino]isoindolin-1-one